FC=1C=C2C=NN(C2=C(C1/C=C/C(=O)NC=1C(=NC=C(C1C)F)C)F)C1OCCCC1 (2E)-3-[5,7-difluoro-1-(oxan-2-yl)indazol-6-yl]-N-(5-fluoro-2,4-dimethylpyridin-3-yl)prop-2-enamide